O[C@@H]1[C@@H](CCC1)NC1=CC(=NC=N1)NC1=CC(=C2C(=[N+]1[O-])C1(NC2=O)CCCCC1)C 2'-((6-(((1R,2S)-2-hydroxycyclopentyl)amino)pyrimidin-4-yl)amino)-4'-methyl-5'-oxo-5',6'-dihydrospiro[cyclohexane-1,7'-pyrrolo[3,4-b]pyridine] 1'-oxide